BrC=1C=C(C(=C(C1)C)Cl)C 5-bromo-2-chloro-1,3-dimethyl-benzene